1-propenal C(=CC)=O